(S)-1-(3-(4-(5-bromo-2'-chloro-[1,1'-biphenyl]-2-carbonyl)-2-methylpiperazin-1-yl)azetidin-1-yl)prop-2-en-1-one BrC1=CC=C(C(=C1)C1=C(C=CC=C1)Cl)C(=O)N1C[C@@H](N(CC1)C1CN(C1)C(C=C)=O)C